2-[8-ethyl-7-fluoro-3-(methoxymethoxy)-1-naphthalenyl]4,4,5,5-tetramethyl-1,3,2-dioxaborolane C(C)C=1C(=CC=C2C=C(C=C(C12)B1OC(C(O1)(C)C)(C)C)OCOC)F